N-azidoacetaminogalactose N(=[N+]=[N-])N(C(=O)C)C(=O)[C@H](O)[C@@H](O)[C@@H](O)[C@H](O)CO